4-(furan-2-yl)-6-(5-methoxy-1,2,3-benzotriazol-1-yl)pyrimidin-2-amine O1C(=CC=C1)C1=NC(=NC(=C1)N1N=NC2=C1C=CC(=C2)OC)N